C1(CCC1)N1N=C(C(=C1)OCC1CN(CCO1)C(=O)[O-])C 2-(((1-cyclobutyl-3-methyl-1H-pyrazol-4-yl)oxy)methyl)morpholine-4-carboxylate